O=C1NC(CCC1C1=CC=C(C=C1)C1CCN(CC1)CC(=O)O)=O (4-(4-(2,6-dioxopiperidin-3-yl)phenyl)piperidin-1-yl)acetic acid